ON=C(C1=CC=C(C=C1)N1N=CC=C1)N N'-hydroxy-4-(1H-pyrazol-1-yl)benzimidamide